tert-butyl rel-(3R,5R)-5-(benzyloxy)-3-((5-(2-bromo-4-(methoxymethoxy)-6-methylphenyl)pent-4-yn-1-yl)oxy)azepane-1-carboxylate C(C1=CC=CC=C1)O[C@H]1C[C@H](CN(CC1)C(=O)OC(C)(C)C)OCCCC#CC1=C(C=C(C=C1C)OCOC)Br |o1:8,10|